N1(N=CC=C1)C1=C(C=C(C=N1)C1=NN(C(=C1C(=O)N)C(F)(F)F)C1=CC=CN2C1=NC=CC2=O)C(F)(F)F (6-(1H-pyrazol-1-yl)-5-(trifluoromethyl)pyridin-3-yl)-1-(4-oxo-4H-pyrido[1,2-a]pyrimidin-9-yl)-5-(trifluoromethyl)-1H-pyrazole-4-carboxamide